BrC1=CC=C(OC2=CC(=CC=C2)OC)C=C1 (4-bromophenoxy)-3-methoxybenzene